2-(3-(3-(2,4-difluorophenyl)-4-oxo-3,4-dihydrophthalazin-1-yl)phenyl)-2-methylpropanoic acid FC1=C(C=CC(=C1)F)N1N=C(C2=CC=CC=C2C1=O)C=1C=C(C=CC1)C(C(=O)O)(C)C